[C@H]1([C@H](O)[C@@H](O)[C@H](O)[C@H](O1)CO)OC(CO)CO 2-α-D-glucosyl-glycerol